Methyl 3-(((1-methyl-1H-pyrazol-3-yl)methyl)amino)-4-nitrobenzoate CN1N=C(C=C1)CNC=1C=C(C(=O)OC)C=CC1[N+](=O)[O-]